F[C@@]1(C[C@H](N(C1)C(CNC(CCCOC1=CC=CC=C1)=O)=O)C(=O)OCC1=CC=CC=C1)COS(=O)(=O)C benzyl (2S,4R)-4-fluoro-4-(((methylsulfonyl)oxy)methyl)-1-((4-phenoxybutanoyl)-glycyl)pyrrolidine-2-carboxylate